N-[3-[(2,3-dihydroxypropyl)(3-butoxypropyl)amino]propyl]palmitamide OC(CN(CCCNC(CCCCCCCCCCCCCCC)=O)CCCOCCCC)CO